2-(3-(8-amino-6-(1-(methyl-d3)-1H-pyrazol-5-yl)imidazo[1,2-a]pyrazin-3-yl)-4-methylphenyl)-1,1-difluoropropan-2-ol NC=1C=2N(C=C(N1)C1=CC=NN1C([2H])([2H])[2H])C(=CN2)C=2C=C(C=CC2C)C(C(F)F)(C)O